BrC1=NC=C(C(=O)NCC2=C3C(=C(NC2=O)C)CCCCC3)C=C1 6-bromo-N-((1-methyl-3-oxo-3,5,6,7,8,9-hexahydro-2H-cyclohepta[c]pyridin-4-yl)methyl)nicotinamide